2-methoxypyrimidine-5-sulfonyl chloride COC1=NC=C(C=N1)S(=O)(=O)Cl